N-(5-bromo-1-trityl-1H-indazol-3-yl)-3-oxocyclobutanecarboxamide BrC=1C=C2C(=NN(C2=CC1)C(C1=CC=CC=C1)(C1=CC=CC=C1)C1=CC=CC=C1)NC(=O)C1CC(C1)=O